5-chloro-2,3-dihydroxybenzaldehyde ClC=1C=C(C(=C(C=O)C1)O)O